11-Methyl-2-phenyl-11H-imidazo[1',2':1,2]pyrido[3,4-b]indole CN1C2=C(C3=CC=CC=C13)C=CN1C2=NC(=C1)C1=CC=CC=C1